cis,cis-2-benzoylcyclopropanecarboxylic acid, anhydride C(C1=CC=CC=C1)(=O)[C@@H]1[C@@H](C1)C(=O)OC(=O)[C@H]1[C@H](C1)C(C1=CC=CC=C1)=O